(3aR,7S,7aR)-7-azido-5-(6-benzyloxyhexyl)-2,2-dimethyl-3a,6,7,7a-tetrahydro-[1,3]dioxolo[4,5-c]pyridin-4-one N(=[N+]=[N-])[C@@H]1[C@@H]2[C@H](C(N(C1)CCCCCCOCC1=CC=CC=C1)=O)OC(O2)(C)C